(1R,10S)-6-benzyloxy-N-[(2,4-difluorophenyl)methyl]-10-methyl-5,8,13-trioxo-2,9-diazatricyclo[7.4.1.02,7]tetradeca-3,6-diene-4-carboxamide C(C1=CC=CC=C1)OC=1C(C(=CN2[C@H]3C(CC[C@@H](N(C(C12)=O)C3)C)=O)C(=O)NCC3=C(C=C(C=C3)F)F)=O